ClC=1C(=C2C=NNC2=C(C1F)NC(C)C)C=1N=CC=2N(C1)C=C(N2)NC(=O)[C@@H]2[C@@H](C2)F (1R,2R)-N-(6-(5-chloro-6-fluoro-7-(isopropylamino)-1H-indazol-4-yl)imidazo[1,2-a]pyrazin-2-yl)-2-fluorocyclopropane-1-carboxamide